S1C2=C(C=C1)C(=CC=C2)N2CCN(CC2)CC=2C=C1CN(C(C1=CC2)=O)C2C(NC(CC2)=O)=O 3-(5-((4-(Benzo[b]thiophen-4-yl)piperazin-1-yl)methyl)-1-oxoisoindolin-2-yl)piperidine-2,6-dione